5,5''-Difluoro-1,1''-dimethyldispiro[indoline-3,2'-benzofuran-3',3''-indoline]-2,2''-dione FC=1C=C2C(=CC1)N(C(C21OC2=C(C=CC=C2)C12C(N(C1=CC=C(C=C21)F)C)=O)=O)C